COC(=O)C1=CC=C2C(=C(C(=NC2=C1)C1=C(C=C(C=C1F)S(=O)(=O)N1C[C@H](CC1)F)F)F)C 2-{2,6-difluoro-4-[(3S)-3-fluoropyrrolidine-1-sulfonyl]phenyl}-3-fluoro-4-methylquinoline-7-carboxylic acid methyl ester